5-Bromo-N2-(3-(dimethylamino)propyl)pyridine-2,3-diamine BrC=1C=C(C(=NC1)NCCCN(C)C)N